C(C)N(C1=CC=CC=C1)C1=CC=CC=C1 ethyl-(DIPHENYLAMINE)